FC(OC1=C(C=C(C=C1)SC)C1=NN(C=C1NC(=O)C=1C=NN2C1N=CC=C2)C[C@H](CC)O)F N-[3-[2-(difluoromethoxy)-5-(methylsulfanyl)phenyl]-1-[(2S)-2-hydroxybutyl]-1H-pyrazol-4-yl]Pyrazolo[1,5-a]Pyrimidine-3-carboxamide